2,2,3,3,4,4,5,5,6,6,7,7,8,8,8-pentadeca-fluorooctyl 2-methylacrylate CC(C(=O)OCC(C(C(C(C(C(C(F)(F)F)(F)F)(F)F)(F)F)(F)F)(F)F)(F)F)=C